C(C)(C)(C)C(C(=O)O[C@@H]1CN(CC[C@H]1F)C(C)(C)C)(CC1=CC=NC=C1)N(C(CCl)=O)CC(=O)NC1=C(C=CC(=C1)Cl)N1N=NC(=C1)Cl tert-butyl-(3R,4R)-4-fluoropiperidin-3-ol tert-butyl-2-(2-chloro-N-(2-((5-chloro-2-(4-chloro-1H-1,2,3-triazol-1-yl)phenyl)amino)-2-oxoethyl)acetamido)-3-(pyridin-4-yl)propanoate